C(CCCCCCCCCCC)PCCCPCCCCCCCCCCCC 1,3-di(dodecylphosphino)propane